FC(C(=O)O)(F)F.N[C@H](C(=O)N1C(OC[C@H]1C(=O)N[C@@]1(CN(CCC1)C([C@@H](CC(=O)OC)CC1=CC=CC=C1)=O)CC1=CC=C(C=C1)Cl)(C)C)C (R)-Methyl 4-((R)-3-((S)-3-((S)-2-aminopropanoyl)-2,2-dimethyloxazolidine-4-carboxamido)-3-(4-chlorobenzyl)piperidin-1-yl)-3-benzyl-4-oxobutanoate trifluoroacetic acid salt